C(C)N1CCC(CC1)C1=CC=C(C=N1)C1=NNC(=C1C(C)C)C=1C=C(C=2N(C1)N=CN2)C 6-(3-(6-(1-ethylpiperidin-4-yl)pyridin-3-yl)-4-isopropyl-1H-pyrazol-5-yl)-8-methyl-[1,2,4]triazolo[1,5-a]pyridine